C(CCC)C1=C2C=CC(=CC2=CC=C1CCCC)S(=O)(=O)[O-].[Na+] sodium 5,6-dibutylnaphthalene-2-sulfonate